4,6-dichloro-N-(2,3-dihydro-1H-inden-2-yl)picolinamide ClC1=CC(=NC(=C1)Cl)C(=O)NC1CC2=CC=CC=C2C1